L-6-benzylaminopurine sodium tricosyl-sulfate C(CCCCCCCCCCCCCCCCCCCCCC)OS(=O)(=O)[O-].[Na+].C(C1=CC=CC=C1)NC1=C2NC=NC2=NC=N1